2-amino-2-(5-chloro-7,8-difluoro-4-isoquinolyl)acetonitrile NC(C#N)C1=CN=CC2=C(C(=CC(=C12)Cl)F)F